FC1=CC=C(C=C1)N1N=CC2=C1C[C@@H]1CCN(C[C@]1(C2)C(=O)C2=NC=CC=C2)S(=O)(=O)C2=CC=C(C=C2)C(F)(F)F ((4aR,8aS)-1-(4-Fluorophenyl)-6-((4-(trifluoromethyl)phenyl)sulfonyl)-4,4a,5,6,7,8,8a,9-octahydro-1H-pyrazolo[3,4-g]isochinolin-4a-yl)(pyridin-2-yl)methanon